1,2-bis(benzimidazol-2-yl)-ethylene N1=C(NC2=C1C=CC=C2)C=CC=2NC1=C(N2)C=CC=C1